FC=1C(=C(C=CC1)[C@@H]1C2=C(NC(=C1C(=O)OC)C)COC2=O)C2CC(C2)F Methyl (S)-4-(3-fluoro-2-(3-fluorocyclobutyl) phenyl)-2-methyl-5-oxo-1,4,5,7-tetrahydrofurano[3,4-b]pyridine-3-carboxylate